[Si](C)(C)(C)Cl TMSchloride